FC(C=1C(=C(C=CC1)[C@@H](C)NC1=C(C(=NC(=N1)OC)C(C(=O)NC1=CC=NC=C1)C)C1OCCO1)F)F 2-(6-(((R)-1-(3-(difluoromethyl)-2-fluorophenyl)ethyl)amino)-5-(1,3-dioxolan-2-yl)-2-methoxypyrimidin-4-yl)-N-(pyridin-4-yl)propanamide